CC=1C=C(NC2=CC=CC=C2)C=C(C1)C 3,5-dimethyl-N-phenylaniline